CN(C1CCN(CC1)CC1=C2C(=NC(=C1)C=1C=C3CN(C(C3=CC1)=O)C1C(NC(CC1)=O)=O)N(C=C2)C2COC2)C 3-(5-(4-((4-(dimethylamino)piperidin-1-yl)methyl)-1-(oxetan-3-yl)-1H-pyrrolo[2,3-b]pyridin-6-yl)-1-oxoisoindolin-2-yl)piperidine-2,6-dione